[1-[(4-Aminotetrahydropyran-4-carbonyl)amino]cyclopropyl]-2-chloro-benzoic acid methyl ester hydrochloride Cl.COC(C1=C(C(=CC=C1)C1(CC1)NC(=O)C1(CCOCC1)N)Cl)=O